4-amino-7-fluoro-N,3-dimethyl-N-((3S)-6-(trifluoromethoxy)-2,3-dihydro-1-benzofuran-3-yl)-3H-pyrazolo[3,4-c]quinoline-8-carboxamide NC1=NC=2C=C(C(=CC2C2=C1N(N=C2)C)C(=O)N([C@@H]2COC1=C2C=CC(=C1)OC(F)(F)F)C)F